Cl.Cl.ClC1=C(CN2CCC(CC2)(O)CC=2N(N=C3C2N=CNC3=O)C)C=CC(=C1)C1=CC=NN1C ((1-(2-chloro-4-(1-methyl-1H-pyrazol-5-yl)benzyl)-4-hydroxypiperidin-4-yl)methyl)-2-methyl-2,6-dihydro-7H-pyrazolo[4,3-d]pyrimidin-7-one dihydrochloride